C(C=C)N1C(NC=2N=C(NC(C12)=O)N)=O 7-allyl-2-amino-7,9-dihydro-1H-purine-6,8-dione